1-((2S,3R,4S,5R,6R)-2-(allyloxy)-3,5-bis(benzyloxy)-6-((benzyloxy)methyl)-2-vinyltetrahydro-2H-pyran-4-yl)-4-(3,4,5-trifluorophenyl)-1H-1,2,3-triazole C(C=C)O[C@]1(O[C@@H]([C@@H]([C@@H]([C@H]1OCC1=CC=CC=C1)N1N=NC(=C1)C1=CC(=C(C(=C1)F)F)F)OCC1=CC=CC=C1)COCC1=CC=CC=C1)C=C